CN(CCCC(=O)N1CC(C1)CNC(OCC1=CC=CC=C1)=O)C benzyl {1-[4-(dimethylamino)butanoyl]azetidin-3-yl}methylcarbamate